C(C)(C)N1C(=NN=C1)C=1C=C(C=CC1)NC(=O)NC=1SC=2CCC(NC2N1)C(=O)C=1N(C=CC1)C 1-(3-(4-isopropyl-4H-1,2,4-triazol-3-yl)phenyl)-3-(5-(1-methyl-1H-pyrrole-2-carbonyl)-4,5,6,7-tetrahydrothiazolo[5,4]pyridin-2-yl)urea